C(C)(C)(C)OC(=O)C=1C=NN(C1)C 1-methyl-1H-pyrazole-4-carboxylic acid tert-butyl ester